4-((7-Ethyl-8-oxo-9-(tetrahydro-2H-pyran-4-yl)-8,9-dihydro-7H-purin-2-yl)amino)-2-Fluoro-5-methylbenzonitrile C(C)N1C(N(C2=NC(=NC=C12)NC1=CC(=C(C#N)C=C1C)F)C1CCOCC1)=O